C1(CC1)C1=NN2C(N(C(C(CC2)C2=NC(=NN2)C(=O)N)=O)CC2=C(C=C(C=C2)OC)OC)=C1 (2-cyclopropyl-4-[(2,4-dimethoxyphenyl)methyl]-5-oxo-7,8-dihydro-6H-pyrazolo[1,5-a][1,3]diazepin-6-yl)-1,2,4-triazole-3-carboxamide